BrC1=CC=CC=2C3(C4=CC=CC=C4C12)C1=CC=CC=C1C(C=1C=CC=CC13)(C1=CC=CC=C1)C1=CC=CC=C1 4'-bromo-10,10-diphenyl-10H-spiro[anthracene-9,9'-fluorene]